(3aS,4S,6aS)-N-(5-chloro-2,4-difluorophenyl)-2,2-dimethyl-6-oxotetrahydro-4H-[1,3]dioxolo[4,5-c]pyrrole-4-carboxamide ClC=1C(=CC(=C(C1)NC(=O)[C@@H]1[C@H]2[C@@H](C(N1)=O)OC(O2)(C)C)F)F